C(C)SC1=CC=C(C=N1)B(O)O (6-(ethylthio)pyridin-3-yl)boronic acid